(S)-Methyl 2-(2-chloro-5-methylphenoxy)butanoate ClC1=C(O[C@H](C(=O)OC)CC)C=C(C=C1)C